ClC1=C(C(=O)NC=2C(=NN(C2)S(=O)(=O)C2=CC=C(C=C2)OCCCN2C(C3=CC=CC=C3C2=O)=O)C(=O)NC2CCN(CC2)C(=O)OC(C)(C)C)C(=CC=C1)Cl tert-butyl 4-(4-(2,6-dichlorobenzamido)-1-(4-(3-(1,3-dioxoisoindolin-2-yl)propoxy)phenylsulfonyl)-1H-pyrazole-3-carboxamido)piperidine-1-carboxylate